3,3-bis(4-methoxyphenyl)-13-methoxy-13-ethyl-6-methoxy-7-(4'-((4-(trans-4-pentylcyclohexyl)benzoyl)oxy)-[1,1'-biphenyl]-4-carbonyloxy)-3,13-dihydro-indeno[2',3':3,4]naphtho[1,2-b]pyran COC1=CC=C(C=C1)C1(C=CC2=C(O1)C=1C=C(C(=CC1C1=C2C(C2=CC=CC=C21)(CC)OC)OC(=O)C2=CC=C(C=C2)C2=CC=C(C=C2)OC(C2=CC=C(C=C2)[C@@H]2CC[C@H](CC2)CCCCC)=O)OC)C2=CC=C(C=C2)OC